(7-(3-((3'-(5-(2-hydroxyethyl)-4,5,6,7-tetrahydrothiazolo[5,4-c]pyridin-2-yl)-2,2'-dimethyl-[1,1'-biphenyl]-3-yl)oxy)propyl)-7-aza-spiro[3.5]non-2-yl)carbamic acid tert-butyl ester C(C)(C)(C)OC(NC1CC2(C1)CCN(CC2)CCCOC=2C(=C(C=CC2)C2=C(C(=CC=C2)C=2SC=1CN(CCC1N2)CCO)C)C)=O